oxazolidin-5-one O1CNCC1=O